8-(3-benzylureido)-N-hydroxychromane-2-carboxamide C(C1=CC=CC=C1)NC(NC=1C=CC=C2CCC(OC12)C(=O)NO)=O